3-[[2-(5-chloro-2-methoxy-phenyl)acetyl]amino]-4-methoxy-benzoic acid methyl ester COC(C1=CC(=C(C=C1)OC)NC(CC1=C(C=CC(=C1)Cl)OC)=O)=O